2-(4-(4-(1H-pyrrolo[2,3-b]pyridin-4-yl)-1H-pyrazol-1-yl)-1,1-dioxotetrahydro-2H-thiopyran-4-yl)acetonitrile N1C=CC=2C1=NC=CC2C=2C=NN(C2)C2(CCS(CC2)(=O)=O)CC#N